C(#N)C=1C=C(CC=2C(C3=CC=CC=C3C(C2C)=O)=O)C=CC1 2-(3-cyanobenzyl)-3-methylnaphthalene-1,4-dione